4-tert.Butoxycarbonyl-Benzophenone C(C)(C)(C)OC(=O)C1=CC=C(C(=O)C2=CC=CC=C2)C=C1